C(\C=C/C(=O)O)(=O)O (Z)-2-butendioic acid